2-[2-(aminomethyl)-3,3-difluoro-allyl]-7-(4-methylsulfonylphenyl)-[1,2,4]triazolo[4,3-a]pyridin-3-one NCC(CN1N=C2N(C=CC(=C2)C2=CC=C(C=C2)S(=O)(=O)C)C1=O)=C(F)F